gold-copper-cobalt [Co].[Cu].[Au]